C1=CC=CC2=C1C=1N(C(O2)C(=O)[O-])C2=C(C1)C=NC=N2 6H-benzo[e]pyrimido[5',4':4,5]pyrrolo[1,2-c][1,3]oxazine-6-carboxylate